C[C@@H]1O[C@H](CN(C1)C1=NC=C(C=N1)C1=C2C=C(C(=CC2=CC=2C1=COC2)OC)OC)C 9-(2-((2S,6S)-2,6-dimethylmorpholino)pyrimidin-5-yl)-6,7-dimethoxynaphtho[2,3-c]furan